4-((3-(2-fluoroethoxy)phenyl)(phenyl)methyl)piperidine FCCOC=1C=C(C=CC1)C(C1CCNCC1)C1=CC=CC=C1